Tert-Butyl [(S)-2-(4-{3-[2-(2-benzyloxyethoxy)ethoxy]-5,6-difluoro-1-methyl-1H-indole-2-carbonyl}piperazin-1-yl)-1-cyclohexyl-2-oxoethyl]carbamate C(C1=CC=CC=C1)OCCOCCOC1=C(N(C2=CC(=C(C=C12)F)F)C)C(=O)N1CCN(CC1)C([C@H](C1CCCCC1)NC(OC(C)(C)C)=O)=O